4-[(7-ethyl-7-hydroxy-5,6-dihydrocyclopenta[b]pyridin-2-yl)amino]-2-[4-(4-methylpiperazin-1-yl)anilino]pyrimidine-5-carbonitrile C(C)C1(CCC=2C1=NC(=CC2)NC2=NC(=NC=C2C#N)NC2=CC=C(C=C2)N2CCN(CC2)C)O